O1C2C(CC1=O)C=CC2 Racemic-2H,3H,3aH,6H,6aH-cyclopenta[b]furan-2-one